4-[2-(4-chloro-3-fluorophenoxy)acetamido]-N-[5-(trifluoromethoxy)pyridin-2-yl]bicyclo[2.1.1]hexane-1-carboxamide ClC1=C(C=C(OCC(=O)NC23CCC(C2)(C3)C(=O)NC3=NC=C(C=C3)OC(F)(F)F)C=C1)F